2,2'-dibromo-4,4'-di-tert-butylbiphenyl BrC1=C(C=CC(=C1)C(C)(C)C)C1=C(C=C(C=C1)C(C)(C)C)Br